1-(tert-butyl)-3-(1-(2,3-dihydro-1H-inden-1-yl)-2-oxo-1,2,3,4-tetrahydroquinolin-6-yl)urea C(C)(C)(C)NC(=O)NC=1C=C2CCC(N(C2=CC1)C1CCC2=CC=CC=C12)=O